α-Naphthoat C1(=CC=CC2=CC=CC=C12)C(=O)[O-]